methyl 2-(4-((3,6-dimethoxy-9H-carbazol-9-yl)methyl)phenyl)acetate COC=1C=CC=2N(C3=CC=C(C=C3C2C1)OC)CC1=CC=C(C=C1)CC(=O)OC